C(C)(=O)O[C@@H]1[C@H](O[C@H]([C@H]([C@H]1OC(C)=O)OC(C)=O)OP(=O)(OC1=CC=CC=C1)N[C@H](C(=O)OC(C)C)C)[C@H](COC(C)=O)F (2S,3S,4S,5S,6S)-2-((S)-2-acetoxy-1-fluoroethyl)-6-(((((S)-1-isopropoxy-1-oxopropan-2-yl)amino)(phenoxy)phosphoryl)oxy)tetra-hydro-2H-pyran-3,4,5-triyl triacetate